C(C(C)C)OC(NC1CCN(CC1)C1=CC(=C2C(=N1)C(=CS2)C(NC)=O)C(F)(F)F)=O (1-(3-(methylcarbamoyl)-7-(trifluoromethyl)thieno[3,2-b]pyridin-5-yl)piperidin-4-yl)carbamic acid isobutyl ester